CC1=CC=C(C(=O)NCC2=NC=CC=C2)C=C1 4-methyl-N-(pyridinylmethyl)benzamide